2,5-diphenylhexanedioic acid C1(=CC=CC=C1)C(C(=O)O)CCC(C(=O)O)C1=CC=CC=C1